FC(CNC1=NN2C(C=N1)=C(C=C2)C2=CC=C1C(=N2)N(C(=N1)C)CC)(C)F N-(2,2-difluoropropyl)-5-(3-ethyl-2-methyl-3H-imidazo[4,5-b]pyridin-5-yl)pyrrolo[2,1-f][1,2,4]triazin-2-amine